(3aR,5R,6aS)-3a-hydroxy-5-phenoxyhexahydrocyclopenta[c]pyrrole-2(1H)-carboxylic acid benzyl ester C(C1=CC=CC=C1)OC(=O)N1C[C@H]2[C@@](C1)(C[C@@H](C2)OC2=CC=CC=C2)O